2-(4-(benzyloxy)phenoxy)-3,4,5,6-tetrafluoro-N-(3-fluoro-4-methoxyphenyl)-N-(prop-2-yn-1-yl)benzenesulfonamide C(C1=CC=CC=C1)OC1=CC=C(OC2=C(C(=C(C(=C2F)F)F)F)S(=O)(=O)N(CC#C)C2=CC(=C(C=C2)OC)F)C=C1